1-Heptyl-1-butylpyrrolidinium chlorid [Cl-].C(CCCCCC)[N+]1(CCCC1)CCCC